The molecule is a 1,2-diacyl-sn-glycerol in which the acyl groups at positions 1 and 2 are specified as oleoyl and 7Z,10Z,13Z,16Z-docosatetraenoyl respectively. It has a role as a mouse metabolite. It derives from an oleic acid and an all-cis-docosa-7,10,13,16-tetraenoic acid. CCCCCCCC/C=C\\CCCCCCCC(=O)OC[C@H](CO)OC(=O)CCCCC/C=C\\C/C=C\\C/C=C\\C/C=C\\CCCCC